3-(4-cyano-2-methoxy-phenoxy)-N-[3-[(E)-N-methoxy-C-methyl-carboimidoyl]phenyl]-5-methyl-6-(trifluoromethyl)pyridazine-4-carboxamide C(#N)C1=CC(=C(OC=2N=NC(=C(C2C(=O)NC2=CC(=CC=C2)\C(=N\OC)\C)C)C(F)(F)F)C=C1)OC